C(C)(C)(C)OC(N(C[C@@H]1N(CCNC1)C)C)=O Methyl-{[(2R)-1-methylpiperazin-2-yl]Methyl}carbamic acid tert-butyl ester